C1COS[C@H]2N1C(=O)C2 oxacepham